benzo[b]thiophen-5-yl-(2-methyl-3-phenyl-2,4,5,7-tetrahydro-6H-pyrazolo[3,4-c]pyridin-6-yl)methanone S1C2=C(C=C1)C=C(C=C2)C(=O)N2CC=1C(CC2)=C(N(N1)C)C1=CC=CC=C1